C(C)(C)(C)OC([C@@H](CC1=CC(=CC=C1)NC1=NC=C2N1C=CC=C2)[C@@H]2CN(CC2)C(=O)OC(C)(C)C)=O tert-Butyl (3R)-3-[(1S)-2-tert-butoxy-1-[[3-(imidazo[1,5-a]pyridin-3-ylamino)phenyl]methyl]-2-oxo-ethyl]pyrrolidine-1-carboxylate